(2-methoxy-4-(trifluoromethyl)phenyl)boronic acid COC1=C(C=CC(=C1)C(F)(F)F)B(O)O